1-(2-((2S,4R)-4-fluoro-2-(pyridin-3-ylmethylcarbamoyl)pyrrolidin-1-yl)-2-oxoethyl)-5-(pyridazin-4-yl)-1H-indazole-3-carboxamide F[C@@H]1C[C@H](N(C1)C(CN1N=C(C2=CC(=CC=C12)C1=CN=NC=C1)C(=O)N)=O)C(NCC=1C=NC=CC1)=O